7-(2-fluoro-5-(oxetan-3-ylmethoxy)-3-(1,3,5-trimethyl-1H-pyrazol-4-yl)phenyl)-1H-imidazo[4,5-b]pyridine FC1=C(C=C(C=C1C=1C(=NN(C1C)C)C)OCC1COC1)C1=C2C(=NC=C1)N=CN2